ClC=1C=CC=C2C=C(NC12)C(=O)N[C@H](C(=O)N[C@H](C(=O)OC)CC1C(NC(CC1)(C)C)=O)CC1CC1 methyl (2S)-2-[[(2S)-2-[(7-chloro-1H-indole-2-carbonyl)amino]-3-cyclopropyl-propanoyl]amino]-3-(6,6-dimethyl-2-oxo-3-piperidyl)propanoate